N1-(((1s,3s)-3-(5,7-difluoro-2-(4-fluorophenyl)-1H-indol-3-yl)cyclobutyl)methyl)-oxalamide FC=1C=C2C(=C(NC2=C(C1)F)C1=CC=C(C=C1)F)C1CC(C1)CNC(C(=O)N)=O